N-[5-(1H-benzimidazol-2-yl)-1H-pyrazol-3-yl]-6-(4-methoxy-1-piperidyl)pyridine-3-carboxamide N1C(=NC2=C1C=CC=C2)C2=CC(=NN2)NC(=O)C=2C=NC(=CC2)N2CCC(CC2)OC